FC(C(=O)O)(F)F.FC(C(=O)O)(F)F.C1(=CC(=CC=C1)[C@H]1C[C@@H](NC1)C(=O)N[C@@H](C(=O)NCC=1C(=NC(=CC1)N)C)C)C1=CC=CC=C1 (2R,4R)-4-([1,1'-biphenyl]-3-yl)-N-((R)-1-(((6-amino-2-methylpyridin-3-yl)methyl)amino)-1-oxopropan-2-yl)pyrrolidine-2-carboxamide di-trifluoroacetate